4-hydroxy-3,5-dinitro-N-methylphthalimide OC=1C(=C2C(C(=O)N(C2=O)C)=CC1[N+](=O)[O-])[N+](=O)[O-]